FC1(CCC(CC1)CN1N=C2C=CC=CC2=C1C(=O)NC1=CC(=CC=C1)S(N)(=O)=O)F 2-((4,4-difluorocyclohexyl)methyl)-N-(3-sulfamoylphenyl)-2H-indazole-3-carboxamide